Cl.COC(=O)C1(CCNCC1)OC1=C(C=CC=C1)C.BrC1=CC(=CC=C1)OCCCCl 1-bromo-3-(3-chloropropoxy)benzene methyl-4-(2-methylphenoxy)piperidine-4-carboxylate hydrochloride